COC1=CC=C(COCC(CO)C(C)O)C=C1 2-(((4-methoxybenzyl)oxy)methyl)butane-1,3-diol